ClC1=CC=C(C=C1)C1=CC=C(C=C1)C(CN1N=CN=C1)=O 1-(4'-chloro-[1,1'-biphenyl]-4-yl)-2-(1H-1,2,4-triazol-1-yl)ethan-1-one